aluminum tri-ethoxide [O-]CC.[O-]CC.[O-]CC.[Al+3]